CN(C1=C(C=CC=C1)C(C(=O)NC1=CC=CC=C1)(F)F)C 2-(2-(dimethylamino)phenyl)-2,2-difluoro-N-phenylacetamide